N-benzyl-N,N,N-trimethylammonium C(C1=CC=CC=C1)[N+](C)(C)C